C(C)(=O)O[C@H](C(=O)N(C)C1CCC(CC1)N1N=C2C=C(C(=CC2=C1)C(NC=1C=NN2C1N=CC=C2)=O)OC)C (S)-1-(((1r,4S)-4-(6-methoxy-5-(pyrazolo[1,5-a]pyrimidin-3-ylcarbamoyl)-2H-indazol-2-yl) cyclohexyl) (methyl) amino)-1-oxopropan-2-yl acetate